CN1C(=NC=2C=NC=CC21)COC2=CC=C(C=C2)C2=NN(C=C2C2=CC=NC=C2)C 1-methyl-2-[4-(1-methyl-4-pyridin-4-yl-1H-pyrazol-3-yl)-phenoxymethyl]-1H-imidazo[4,5-c]pyridine